ClC=1C(=CC2=C(OC(O2)(C)C)C1)C=NO 6-chloro-2,2-dimethyl-1,3-benzodioxole-5-carbaldehyde oxime